CC1(OCCO1)CC(=O)OCC ethyl 2-methyl-1,3-dioxolan-2-acetate